6-(2,5-diazabicyclo[2.2.2]octan-2-yl)-N-(3-methyl-4-((1-methyl-1H-benzo[d][1,2,3]triazol-5-yl)oxy)phenyl)pyrimido[5,4-d]pyrimidin-4-amine C12N(CC(NC1)CC2)C=2N=CC=1N=CN=C(C1N2)NC2=CC(=C(C=C2)OC2=CC1=C(N(N=N1)C)C=C2)C